C(C)(=O)C1=C(N=C(S1)NC([O-])=O)C1=CC(N(C=C1)CC(F)(F)F)=O [5-acetyl-4-[2-oxo-1-(2,2,2-trifluoroethyl)pyridin-4-yl]-1,3-thiazol-2-yl]carbamate